1-vinylcyclopropylamine, hydrochloride Cl.C(=C)C1(CC1)N